(S)-2-[N-[4-amino-5-[4-(difluoromethoxy)benzoyl]thiazol-2-yl]-4-(trifluoromethyl)anilino]propionamide NC=1N=C(SC1C(C1=CC=C(C=C1)OC(F)F)=O)N(C1=CC=C(C=C1)C(F)(F)F)[C@H](C(=O)N)C